C[C@H]1N(CCN(C1)C1=NC=C(C=N1)C(F)(F)F)C(=O)OC1CC2(CN(C2)CC2=CC=CC=C2)C1 2-benzyl-2-azaspiro[3.3]heptan-6-yl (2R)-2-methyl-4-[5-(trifluoromethyl)pyrimidin-2-yl]piperazine-1-carboxylate